COC1=CC=C(\C=C\2/CC3=CC=CN3C2)C=C1 (E)-2-(4-methoxybenzylidene)-2,3-dihydropyrrolizine